N1(N=NC=C1)C[C@H]1CN(C(O1)=O)C1=CC(=C(C=C1)N1CCC(CC1)C1CS(C1)(=O)=O)F (R)-5-((1H-1,2,3-triazol-1-yl)methyl)-3-(4-(4-(1,1-dioxidothietan-3-yl)piperidin-1-yl)-3-fluorophenyl)oxazolidin-2-one